benzyl 3-(3-(((di-tert-butoxyphosphoryl) oxy) methyl)-2,4-dioxotetrahydropyrimidin-1(2H)-yl)-4-methoxybenzoate C(C)(C)(C)OP(=O)(OC(C)(C)C)OCN1C(N(CCC1=O)C=1C=C(C(=O)OCC2=CC=CC=C2)C=CC1OC)=O